Phosphorus methyl (3R,7aR)-3-(((tert-butyldiphenylsilyl)oxy)methyl)tetrahydro-1H-pyrrolizine-7a(5H)-carboxylate [Si](C1=CC=CC=C1)(C1=CC=CC=C1)(C(C)(C)C)OC[C@H]1CC[C@]2(CCCN12)C(=O)OC.[P]